1-(4-amino-3-cyanophenyl)-2-bromoethanone NC1=C(C=C(C=C1)C(CBr)=O)C#N